(2S)-4-[2-phenoxyethyl-[4-(5,6,7,8-tetrahydro-1,8-naphthyridin-2-yl)butyl]amino]-2-(piperidine-1-carbonylamino)butanoic acid O(C1=CC=CC=C1)CCN(CC[C@@H](C(=O)O)NC(=O)N1CCCCC1)CCCCC1=NC=2NCCCC2C=C1